OCC(CC(=O)O)C β-hydroxymethylbutyric acid